NC1=NC2=C(C=3C=C(C=NC13)CCC1=C(C=C(C=C1)OC)C)C=CC(=C2)CCP(O)(O)=O 2-(5-amino-2-(4-methoxy-2-methylphenylethyl)benzo[f][1,7]naphthyridin-8-yl)ethylphosphonic acid